(±)-2-(naphthalen-2-yl)propanoic acid C1=C(C=CC2=CC=CC=C12)[C@H](C(=O)O)C |r|